methyl-2,6-difluoro-L-phenylalanine CN[C@@H](CC1=C(C=CC=C1F)F)C(=O)O